5-(4-(((6-bromo-4-methylpyridin-2-yl)amino)methyl)-2-fluoro-6-hydroxyphenyl)-1,2,5-thiadiazolidin-3-one 1,1-dioxide BrC1=CC(=CC(=N1)NCC1=CC(=C(C(=C1)O)N1CC(NS1(=O)=O)=O)F)C